FC1=C(C=CC=C1)C(CC)C1=CC=CC2=C1NC(=NS2(=O)=O)O 5-[1-(2-fluorophenyl)propyl]-1,1-dioxo-4H-1,2,4-benzothiadiazin-3-ol